bis(4-((1,3-bis(2-(4-Methylcyclohexyl)acetoxy)propan-2-yl)oxy)-4-oxobutyl)ammonium Trifluoroacetate FC(C(=O)[O-])(F)F.CC1CCC(CC1)CC(=O)OCC(COC(CC1CCC(CC1)C)=O)OC(CCC[NH2+]CCCC(OC(COC(CC1CCC(CC1)C)=O)COC(CC1CCC(CC1)C)=O)=O)=O